ClC1=C(C(N(C(N1CC#CC1=CC(=CC=C1)O)=O)C)=O)NC(=O)C1CCCC1 N-(6-chloro-1-(3-(3-hydroxyphenyl)prop-2-yn-1-yl)-3-methyl-2,4-dioxo-1,2,3,4-tetrahydropyrimidin-5-yl)cyclopentanecarboxamide